methyl 4-(3-(6-fluoro-1H-indol-3-yl)-4-methylpyrrolidin-1-yl)butanoate FC1=CC=C2C(=CNC2=C1)C1CN(CC1C)CCCC(=O)OC